(R)-5-fluoro-2-(5-fluoro-1H-pyrrolo[2,3-b]pyridin-3-yl)-N-(piperidin-3-yl)pyrimidin-4-amine hydrochloride Cl.FC=1C(=NC(=NC1)C1=CNC2=NC=C(C=C21)F)N[C@H]2CNCCC2